ClC1=CC=C2C(=N1)OC=C2C2C(NC(CC2)=O)=O 3-(6-chlorofuro[2,3-b]pyridin-3-yl)piperidine-2,6-dione